4,4'-dimethoxybithiophene COC=1C=C(SC1)C=1SC=C(C1)OC